FC(CC1N(CCC(C1)C(=O)NC)C)(F)F 2-trifluoroethyl-N,1-dimethylpiperidine-4-carboxamide